(2R,3S)-2,3-Difluoro-N-(4-((4-hydroxybenzyl)amino)phenyl)heptanamid F[C@H](C(=O)NC1=CC=C(C=C1)NCC1=CC=C(C=C1)O)[C@H](CCCC)F